CS(=O)(C=1C=NC=NC1)=NC1=C(N=C2N1C=CC(=C2)C2=NOC(=N2)C(F)(F)F)C methyl((2-methyl-7-(5-(trifluoromethyl)-1,2,4-oxadiazol-3-yl)imidazo[1,2-a]pyridin-3-yl)imino)(pyrimidin-5-yl)-λ6-sulfanone